2-tetradecyl-ethyl-sulfonic acid C(CCCCCCCCCCCCC)CCS(=O)(=O)O